N1CC(CCCC1)S(=O)(=O)N azepane-3-sulfonamide